(E)-2-(2-(6-amino-2,3-dihydro-1H-xanthen-4-yl)vinyl)6-methyl-4H-thiabenzene NC=1C=C2OC3=C(CCCC3=CC2=CC1)/C=C/C=1SC(=CCC1)C